6-(1-(ethylsulfonyl)azetidin-3-yl)-[1,2,4]triazolo[1,5-a]pyridine C(C)S(=O)(=O)N1CC(C1)C=1C=CC=2N(C1)N=CN2